BrC=1C(=NC(=C(C#N)C1C)C)Br 5,6-dibromo-2,4-dimethylnicotinonitrile